2-methylpropan-2-yl (3R)-3-cyanopyrrole-1-carboxylate C(#N)C1=CN(C=C1)C(=O)OC(C)(C)C